2,4-dibromobenzaldehyde BrC1=C(C=O)C=CC(=C1)Br